CN1CCN(CC1)C=1C=C(C=CC1)NC=1N=CC2=C(N1)NC=C2C2=CC=1N(C=C2)N=CC1C(=O)N 5-(2-((3-(4-methylpiperazin-1-yl)phenyl)amino)-7H-pyrrolo[2,3-d]pyrimidin-5-yl)pyrazolo[1,5-a]pyridine-3-carboxamide